FC1=C(C=C(C=C1)[C@H](C)NC(=O)C=1C(N(C2=C(N=C(C=C2C1N1CCN[C@H](CC1)C)C)C1CC1)C)=O)OC N-[(S)-1-(4-fluoro-3-methoxyphenyl)ethyl]-4-[(S)-5-methyl-1,4-diazepan-1-yl]-8-cyclopropyl-1-methyl-6-methyl-2-oxo-1,2-dihydro-1,7-diaza-3-naphthamide